2-(6-quinolyl)acetic acid N1=CC=CC2=CC(=CC=C12)CC(=O)O